(R)-1-(3-((7-(8-ethynyl-7-fluoronaphthalen-1-yl)-8-fluoro-2-((tetrahydro-1H-pyrrolizin-7a(5H)-yl)methoxy)pyrido[4,3-d]pyrimidin-4-yl)(methyl)amino)pyrrolidin-1-yl)prop-2-en-1-one C(#C)C=1C(=CC=C2C=CC=C(C12)C1=C(C=2N=C(N=C(C2C=N1)N([C@H]1CN(CC1)C(C=C)=O)C)OCC12CCCN2CCC1)F)F